ethyl 2-(4-bromophenyl)-2-oxo-acetate BrC1=CC=C(C=C1)C(C(=O)OCC)=O